3-Aminotriazole C1=NNC(=N1)N